C1(CCCCC1)SSC cyclohexylmethyldisulfide